titanium gold [Au].[Ti]